C(#N)N1C[C@]2(CCC2C1)NC(=O)C1=NNC(=C1)C=1C=NC=CC1OC1=CC=C(C=C1)F N-((1R)-3-cyano-3-azabicyclo[3.2.0]heptan-1-yl)-5-(4-(4-fluorophenoxy)pyridin-3-yl)-1H-pyrazole-3-carboxamide